1-oxo-3,4-dihydro-phthalazine O=C1NNCC2=CC=CC=C12